OC1=C(C=CC(=C1)N)C1=CC(=C(N)C=C1)O 2,3'-dihydroxybenzidine